2,6-diamino-9h-fluoren-9-one NC1=CC=2C(C3=CC=C(C=C3C2C=C1)N)=O